C1(CC1)COC(=O)N(C1(CC1)C1=CC(=C(C=C1)F)C(F)(F)F)C[C@H]1N(CCC1)C(=O)OC(C)(C)C tert-butyl (S)-2-((((cyclopropylmethoxy)carbonyl)(1-(4-fluoro-3-(trifluoromethyl)phenyl)cyclopropyl)amino)methyl)pyrrolidine-1-carboxylate